C(CC=C)C=C ethylene-diethylene